OCC1C(N(C1)C(=O)OC(C)(C)C)(C)C tert-butyl 3-(hydroxymethyl)-2,2-dimethylazetidine-1-carboxylate